[6-[5-[[1-[2-(aminomethyl)-3,3-difluoro-allyl]-5-oxo-1,2,4-triazol-4-yl]methyl]-2-thienyl]-1,3-benzothiazol-2-yl]acetamide trifluoroacetate FC(C(=O)O)(F)F.NCC(CN1N=CN(C1=O)CC1=CC=C(S1)C1=CC2=C(N=C(S2)CC(=O)N)C=C1)=C(F)F